2-((4-(3-(1-(2-Chloro-4-methylphenyl)ethyl)benzoyl)piperazin-1-yl)methyl)-1-(((S)-oxetan-2-yl)methyl)-1H-benzo[d]imidazole-6-carboxylic acid ClC1=C(C=CC(=C1)C)C(C)C=1C=C(C(=O)N2CCN(CC2)CC2=NC3=C(N2C[C@H]2OCC2)C=C(C=C3)C(=O)O)C=CC1